2,5-Difluoronitrobenzene FC1=C(C=C(C=C1)F)[N+](=O)[O-]